(tetramethylcyclopentadienyl)(n-propylcyclopentadienyl)zirconium difluoride [F-].[F-].CC=1C(=C(C(C1)(C)[Zr+2]C1(C=CC=C1)CCC)C)C